(E)-3-isopropyl-6-oxo-2-heptenal C(C)(C)/C(=C/C=O)/CCC(C)=O